NCCO.ON1C(C=C(C=C1CC(CC(C)(C)C)C)C)=O 1-hydroxy-4-methyl-6-(2,4,4-trimethylpentyl)-2(1H)-pyridone 2-aminoethanol salt